2-[[5-bromo-4-(1-piperidinyl)-3-pyrimidin-5-yl-pyrrolo[2,3-b]pyridin-1-yl]methoxy]ethyl-trimethyl-silane BrC=1C(=C2C(=NC1)N(C=C2C=2C=NC=NC2)COCC[Si](C)(C)C)N2CCCCC2